BrC1=CC2=C(C=C1)C1=C(C(N([C@](CO1)(C(=O)N(C(OC(C)(C)C)=O)[C@@H](C)C1=CC=CC=C1)C)CCOC)=O)O2 tert-butyl ((R)-8-bromo-4-(2-methoxyethyl)-3-methyl-5-oxo-2,3,4,5-tetrahydrobenzofuro[2,3-f][1,4]oxazepine-3-carbonyl)((S)-1-phenylethyl)carbamate